N-((2S)-1-((1-cyano-2-(2-oxo-1,2-dihydropyridin-3-yl)ethyl)amino)-4-methyl-1-oxopentan-2-yl)-4-methoxy-1H-indole-2-carboxamide C(#N)C(CC=1C(NC=CC1)=O)NC([C@H](CC(C)C)NC(=O)C=1NC2=CC=CC(=C2C1)OC)=O